CC1=CN2C(S1)=NC(=C2)C2=CC=CC=C2 2-Methyl-6-phenylimidazo[2,1-b]thiazole